xylyl-di(dimethylphenoxy)phosphine tin phosphorus iodine [I].[P].[Sn].C1(=C(C(=CC=C1)C)C)P(OC1=C(C(=CC=C1)C)C)OC1=C(C(=CC=C1)C)C